octyl para-aminobenzoate NC1=CC=C(C(=O)OCCCCCCCC)C=C1